ClC1=CC=C2C(=CNC2=C1)S(=O)(=O)NC=1C(=NC(=CC1)OC)OC 6-Chloro-N-(2,6-dimethoxypyridin-3-yl)-1H-indole-3-sulfonamide